5-bromo-3-(1-methoxy-1-oxoprop-2-yl)-1H-indole-1-carboxylic acid tert-butyl ester C(C)(C)(C)OC(=O)N1C=C(C2=CC(=CC=C12)Br)C(C(=O)OC)C